2-(4-Methoxy-3-nitro-phenoxy)-5-(trifluoromethyl)-pyridine COC1=C(C=C(OC2=NC=C(C=C2)C(F)(F)F)C=C1)[N+](=O)[O-]